C12(CCC(CC1)CC2)CC#N 2-(bicyclo[2.2.2]octan-1-yl)acetonitrile